1'-((2-(Trimethylsilyl)ethoxy)methyl)spiro[cyclopentane-1,3'-pyrrolo[2,3-b]pyridine]-2',3(1'H)-dione C[Si](CCOCN1C(C2(C=3C1=NC=CC3)CC(CC2)=O)=O)(C)C